FC=1C(=C2C(=NC(=NN2C1[2H])N[C@H]1[C@H](CN(CC1)C)F)OC)C=1C=CC2=C(N(N=N2)CCF)C1 6-fluoro-N-((3S,4R)-3-fluoro-1-methylpiperidin-4-yl)-5-(1-(2-fluoroethyl)-1H-benzo[d][1,2,3]triazol-6-yl)-4-methoxypyrrolo[2,1-f][1,2,4]triazin-7-d-2-amine